CC1(C(=O)NC(C1)=O)C1=CC=CC=C1 methyl-phenyl-succinimide